but-3-yne-1-sulfonamide C(CC#C)S(=O)(=O)N